3-nitro-2-{[(cis)-3-hydroxy-3-methylcyclobutyl]amino}benzonitrile [N+](=O)([O-])C=1C(=C(C#N)C=CC1)NC1CC(C1)(C)O